tert-Butyl (4S,6S)-4-(6-bromo-3-chloropyridin-2-yl)-4-methyl-6-(trifluoromethyl)-5,6-dihydro-4H-1,3-oxazin-2-ylcarbamate BrC1=CC=C(C(=N1)[C@]1(N=C(O[C@@H](C1)C(F)(F)F)NC(OC(C)(C)C)=O)C)Cl